1-(4-(((6-(3-(2-(4-((4-Amino-4-methylpiperidin-1-yl)methyl)-3-methoxyphenyl)-3-chloropyridin-4-yl)-2-chlorophenyl)-2-methoxypyridin-3-yl)-methyl)-amino)piperidin-1-yl)ethan-1-one NC1(CCN(CC1)CC1=C(C=C(C=C1)C1=NC=CC(=C1Cl)C=1C(=C(C=CC1)C1=CC=C(C(=N1)OC)CNC1CCN(CC1)C(C)=O)Cl)OC)C